5-[[2-[(2R,5S)-2-(6-fluoro-1H-indazol-5-yl)-5-methyl-1-piperidyl]-2-oxo-acetyl]amino]pyridine-3-carboxamide FC1=C(C=C2C=NNC2=C1)[C@@H]1N(C[C@H](CC1)C)C(C(=O)NC=1C=C(C=NC1)C(=O)N)=O